FC1=C(COC2=CC=CC(=N2)C2CCN(CC2)[C@@H](C)C2=NC3=C(N2C[C@H]2OCC2)C=C(C=C3)C(=O)[O-])C=C(C=C1)F 2-((S)-1-(4-(6-((2,5-difluorobenzyl)oxy)pyridin-2-yl)piperidin-1-yl)ethyl)-1-(((S)-oxetan-2-yl)methyl)-1H-benzo[d]imidazole-6-carboxylate